6-(2,6-difluoro-4-(2-(methyl-d3)-2H-indazol-5-yl)benzyl)-6,7-dihydro-5H-pyrrolo[3,4-b]pyridin-5-one-7,7-d2 FC1=C(CN2C(C3=NC=CC=C3C2=O)([2H])[2H])C(=CC(=C1)C1=CC2=CN(N=C2C=C1)C([2H])([2H])[2H])F